Methyl-sulfonium tert-butyl-(R)-(5-(5-methylisoxazol-3-yl)-2,3-dihydro-1H-inden-1-yl)carbamate C(C)(C)(C)N(C([O-])=O)[C@@H]1CCC2=CC(=CC=C12)C1=NOC(=C1)C.C[SH2+]